C(C)(C)(C)OC(C1=CC=C(C=C1)NC([C@H](CC1=CC=CC=C1)N)=O)=O (S)-4-(2-amino-3-phenylpropionamido)benzoic acid tert-butyl ester